2-chloro-5-(5-chloro-2-fluorophenyl)-4-hydroxybenzonitrile ClC1=C(C#N)C=C(C(=C1)O)C1=C(C=CC(=C1)Cl)F